[N+](=O)([O-])C(C)O nitryl-ethanol